N(=[N+]=[N-])C(C)(C)C=1C=C(C=C2C(N(C(=NC12)N1CCOCC1)C)=O)C 8-(2-Azidopropan-2-yl)-3,6-dimethyl-2-morpholinoquinazolin-4(3H)-one